CC=1[C@@H](C[C@H](CC1)C(=C)C)O (1R,5s)-2-methyl-5-prop-1-en-2-ylcyclohex-2-en-1-ol